BrC1=CC(=C(OC2=NC=CC(=N2)C)C=C1)F (4-bromo-2-fluorophenoxy)-4-methylpyrimidine